C1(=CC=CC=2[Se]C3=C(C21)C=CC=C3)N dibenzo[b,d]selenophene-1-amine